C(CCCCCCCCCCC)C1C(N(C(C1)=O)C1CC(NC(C1)(C)C)(C)C)=O 3-Dodecyl-1-(2,2,6,6-tetramethyl-4-piperidinyl)-2,5-pyrrolidinedione